ClC=1C=C(C=CC1Cl)CN(C(C)=O)C N-[(3,4-dichlorophenyl)methyl]-N-methylacetamid